(R,E)-N-(5-ethoxy-4-((3-fluoro-4-(pyridin-2-ylmethoxy)phenyl)amino)quinazoline-6-yl)-3-(1-methylpyrrolidin-2-yl)acrylamide C(C)OC1=C2C(=NC=NC2=CC=C1NC(\C=C\[C@@H]1N(CCC1)C)=O)NC1=CC(=C(C=C1)OCC1=NC=CC=C1)F